NC[C@@H]1N(C[C@H](C1)NC1=CC(=C(C=C1)OC(F)F)OCC1CC1)C(C)=O ((2R,4S)-2-(aminomethyl)-4-((3-(cyclopropylmethoxy)-4-(difluoromethoxy)phenyl)amino)pyrrolidin-1-yl)ethan-1-one